tert-butyl (3S,4S)-3-methyl-4-prop-2-ynoxy-piperidine-1-carboxylate C[C@H]1CN(CC[C@@H]1OCC#C)C(=O)OC(C)(C)C